7-[(trans)-2-methyl-oxetan-3-yl]-2-[[1-methyl-3-(oxetan-3-yloxy)pyrazol-4-yl]amino]pyrrolo[2,3-d]pyrimidine-6-carbonitrile C[C@@H]1OC[C@H]1N1C(=CC2=C1N=C(N=C2)NC=2C(=NN(C2)C)OC2COC2)C#N